NC1=CC(=C(OCC=2CCN(CC2)C(=O)OC(C)(C)C)C=C1)Br tert-butyl 4-((4-amino-2-bromophenoxy)methyl)-3,6-dihydropyridine-1(2H)-carboxylate